(4-bromo-2-methoxyphenyl)-1-cyclopropyl-4-(trifluoromethyl)imidazole BrC1=CC(=C(C=C1)C=1N(C=C(N1)C(F)(F)F)C1CC1)OC